N-((6-hydroxy-1H-indol-2-yl)methyl)-1-methylcyclopropane-1-carboxamide OC1=CC=C2C=C(NC2=C1)CNC(=O)C1(CC1)C